4-(8-methyl-6-(2-(3-methylbenzylidene)hydrazinyl)-9-phenyl-9H-purin-2-yl)morpholine CC=1N(C2=NC(=NC(=C2N1)NN=CC1=CC(=CC=C1)C)N1CCOCC1)C1=CC=CC=C1